(1R,2R)-N-(8-Amino-6-(4-ethylpyridin-3-yl)cinnolin-3-yl)-2-cyanocyclopropanecarboxamide NC=1C=C(C=C2C=C(N=NC12)NC(=O)[C@H]1[C@@H](C1)C#N)C=1C=NC=CC1CC